4-(3-aminopropyl)-9-ethyl-5-fluoro-9-hydroxy-1,2,3,9,12,15-hexahydro-10H,13H-benzo[de]pyrano[3',4':6,7]indolizino[1,2-b]quinoline-10,13-dione NCCCC1=C2C=3C(=C4C(=NC3C=C1F)C1=CC3=C(C(N1C4)=O)COC(C3(O)CC)=O)CCC2